N-(4-(4-amino-7-iodo-1-methyl-1H-pyrazolo[4,3-c]pyridin-3-yl)-2-((4-fluorobenzyl)oxy)phenyl)ethanesulfonamide NC1=NC=C(C2=C1C(=NN2C)C2=CC(=C(C=C2)NS(=O)(=O)CC)OCC2=CC=C(C=C2)F)I